tert-butyl (2r,4r,6s)-4-(3-((trans)-4-aminocyclohexyl) propoxy)-2,6-dimethylpiperidine-1-carboxylate N[C@@H]1CC[C@H](CC1)CCCOC1C[C@H](N([C@H](C1)C)C(=O)OC(C)(C)C)C